1-(cyclopropylmethyl)-3-(2,6-difluoro-3,5-dimethoxyphenyl)-7-(1-(2-morpholinoethyl)-1H-pyrazol-4-yl)-1,6-naphthyridin-2(1H)-one C1(CC1)CN1C(C(=CC2=CN=C(C=C12)C=1C=NN(C1)CCN1CCOCC1)C1=C(C(=CC(=C1F)OC)OC)F)=O